nitro-ammonia [N+](=O)([O-])N